BrC=1C=C2C(=CN(C2=CC1)C1COC(OC1)CBr)C 5-Bromo-1-((2r,5r)-2-(bromomethyl)-1,3-dioxan-5-yl)-3-methyl-1H-indole